C(CCCCCC)C1C(C1)CO (2-heptylcyclopropyl)methanol